BrC=1C(=C(C#N)C=CC1)N1CCC(CC1)C1=NN=CN1 3-bromo-2-[4-(4H-1,2,4-triazol-3-yl)piperidin-1-yl]benzonitrile